calcium dodecyl benzenesulfonate, ammonium salt [NH4+].C1(=CC=CC=C1)S(=O)(=O)OCCCCCCCCCCCC.[Ca+2]